Cl.N1CCC2(CC1)C(C1=CC=CC=C1C2)N 1,3-dihydro-spiro[indene-2,4'-piperidine]-1-amine hydrochloride